NC1(COC1)CNC1=NC(=C2C(=N1)N(N=C2)C)NC2=CC=CC=C2 6-N-[(3-aminooxetan-3-yl)methyl]-1-methyl-4-N-phenylpyrazolo[3,4-d]pyrimidine-4,6-diamine